C(C)(=O)N1C(SC[C@H]1C(=O)O)(C)C (R)-3-acetyl-2,2-dimethylthiazolidine-4-carboxylic acid